BrC1=CC=C(C=C1)C=1N=C(SC1)NC(C1=C(C=C(C=C1)C)NS(=O)(=O)C(C)C)=O N-(4-(4-Bromophenyl)thiazol-2-yl)-4-methyl-2-((1-methylethyl)sulfonamido)benzamide